BrC=1C=C(NC2(CCC(CC2)C(=O)OC)C(N)=O)C=CC1 Methyl (1r,4r)-4-(3-bromoanilino)-4-carbamoyl-cyclohexanecarboxylate